C1=C2C3=C(C(=NC2=CC=N1)C1=C(C=CC=C1N)N)C1=C(N3)C=CN=C1 11H-pyrido[3',4':4,5]pyrrolo[3,2-c][1,6]naphthyridin-6-ylbenzene-1,3-diamine